COC(=O)C=1C=CC2=C(N(C(=N2)CC2=C(C=C(C=C2)Br)[N+](=O)[O-])CCOC)C1.FC(C=1C=C(C=NC1)C(=O)N)(F)F 5-(trifluoromethyl)pyridine-3-Formamide Methyl-2-(4-bromo-2-nitrobenzyl)-1-(2-methoxyethyl)-1H-benzo[d]imidazole-6-carboxylate